O=C1N2[C@@H](CCC2CC=C1)C(=O)OC methyl (3S)-5-oxo-1,2,3,5,8,8a-hexahydroindolizine-3-carboxylate